dicobalt orthosilicate [Si]([O-])([O-])([O-])[O-].[Co+2].[Co+2]